C(C)(C)(C)OC(=O)N1C(C2=C(C=CC(=C2C1=O)N)Cl)C 4-amino-7-chloro-1-methyl-3-oxoisoindoline-2-carboxylic acid tert-butyl ester